C1(=CC=CC=C1)C1=CC=C(C=C1)S(=O)(=O)OC=1C=C(C=CC1)NC(=O)NC1=CC(=CC=C1)OS(=O)(=O)C1=CC=C(C=C1)C1=CC=CC=C1 N,N'-di-[3-(p-phenylbenzenesulfonyloxy)phenyl]urea